N-(3-(4-amino-6-(4-phenoxyphenoxy)pyrimidin-5-yl)phenyl)-1-cyanocyclopropanecarboxamide NC1=NC=NC(=C1C=1C=C(C=CC1)NC(=O)C1(CC1)C#N)OC1=CC=C(C=C1)OC1=CC=CC=C1